NCC[C@@H](C(=O)OC)NC(C1=C(C=C(C=C1)NC=1C=2N(C=CN1)C(=CN2)C2=C(C(=C(C=C2)OC)F)F)CC)=O methyl (2S)-4-amino-2-[[4-[[3-(2,3-difluoro-4-methoxy-phenyl)imidazo[1,2-a]pyrazin-8-yl]amino]-2-ethyl-benzoyl]amino]butanoate